OCCN(C(OC(C)(C)C)=O)C(C)C tert-butyl N-(2-hydroxyethyl)-N-isopropylcarbamate